O1CC(C1)C(C1COC1)[SiH2]OCC Di(oxetan-3-yl)methyl-ethoxysilane